BrC1=NC=C(C=C1NO)Br N-(2,5-dibromopyridin-3-yl)hydroxylamine